C(C=C)OCC1=C(C(=CC(=C1)F)F)Br 1-(allyloxymethyl)-2-bromo-3,5-difluoro-benzene